O[C@@H]1[C@@H](N(C1)C(=O)OCC1=CC=CC=C1)C benzyl (2s,3s)-3-hydroxy-2-methylazetidine-1-carboxylate